N1OC(CCO1)N1OC2=CC=CC=C2C(O1)NCCCCCCC(=O)N 7-((2-(2,6-dioxapiperidin-3-yl)-1,3-dioxaisoquinolin-4-yl)amino)heptanamide